(S)-1-[2-(6-Chloro-7-fluoro-imidazo[1,2-a]pyridin-3-yl)-pyrimidin-4-yl]-piperidine-3-carboxylic acid (1-methyl-1H-pyrazol-4-yl)-amide CN1N=CC(=C1)NC(=O)[C@@H]1CN(CCC1)C1=NC(=NC=C1)C1=CN=C2N1C=C(C(=C2)F)Cl